2-(4-methoxy-1-oxo-[1,2,4]triazino[4,5-a]indol-2-yl)-N-tetrahydropyran-4-yl-acetamide COC1=NN(C(C=2N1C=1C=CC=CC1C2)=O)CC(=O)NC2CCOCC2